C1CCC2=C(C=3CCCC3C=C12)NC(=O)N=S(=O)(N)C1=CC=2CNCCC2S1 N'-((1,2,3,5,6,7-hexahydro-s-indacen-4-yl)carbamoyl)-4,5,6,7-tetrahydrothieno[3,2-c]pyridine-2-sulfonimidamide